C(C)OC1=CC=2N(C=C1)C(=NN2)[C@@H]2C[C@@H](CCC2)NC2=NC=C(C(=N2)OC2COC2)C(F)(F)F N-[(1R,3S)-3-(7-ethoxy-[1,2,4]triazolo[4,3-a]pyridin-3-yl)cyclohexyl]-4-(oxetan-3-yloxy)-5-(trifluoromethyl)pyrimidin-2-amine